FC=1C=C2CC(CC2=CC1)NCCC1(CCOC2(C1)CCOCC2)C2=NC=C(C=C2)F 5-fluoro-N-(2-(4-(5-fluoropyridin-2-yl)-1,9-dioxaspiro[5.5]undecane-4-yl)ethyl)-2,3-Dihydro-1H-inden-2-amine